Cl.N1CCC(CC1)N1C(NC2=C1C=CC=C2)=O 1-(Piperidin-4-yl)-1H-benzo[d]imidazol-2(3H)-one hydrochloride